FC(C)(F)N1N=C(C=C1)[S@@](=O)(N)=NC(NC1=C2C(=NC3=C1CCC3)[C@@H](CC2)C)=O (R)-1-(1,1-Difluoroethyl)-N'-(((R)-3-methyl-1,2,3,5,6,7-hexahydrodicyclopenta[b,e]pyridin-8-yl)carbamoyl)-1H-pyrazole-3-sulfonimidamide